BrC1=NC=CC=C1N[C@H](C)C=1C=C(C=C2C(C(=C(OC12)N1CCC(CC1)(C)C)C)=O)C (R)-8-(1-((2-bromopyridin-3-yl)amino)ethyl)-2-(4,4-dimethylpiperidin-1-yl)-3,6-dimethyl-4H-chromen-4-one